4-[4-(cyclohexylmethoxy)-2-pyridyl]cyclopentanecarbonitrile C1(CCCCC1)COC1=CC(=NC=C1)C1CCC(C1)C#N